C1(CCCC1)NC1=NC(=CC2=CN=C(C=C12)N[C@@H]1CNCCC1)C#N (S)-1-(cyclopentylamino)-7-(piperidin-3-ylamino)-2,6-naphthyridine-3-carbonitrile